2-(benzo[d][1,3]dioxol-5-yl)-N-(4-(6-methoxy-7-((1-(2-methoxyethyl)piperidin-4-yl)methoxy)quinazolin-4-yl)-2-methylphenyl)acetamide O1COC2=C1C=CC(=C2)CC(=O)NC2=C(C=C(C=C2)C2=NC=NC1=CC(=C(C=C21)OC)OCC2CCN(CC2)CCOC)C